4-(5-((methylamino)methyl)-5,6,7,8-tetrahydronaphthalen-1-yl)benzonitrile hydrochloride Cl.CNCC1C=2C=CC=C(C2CCC1)C1=CC=C(C#N)C=C1